CN1C=NC(=C1)CCN1C(CCCC1=O)=O 1-[2-(1-methyl-1H-imidazol-4-yl)ethyl]piperidin-2,6-dion